(Z)-7,9-dodeca-dien-1-yl acetate C(C)(=O)OCCCCCC\C=C/C=CCC